ClCC1=CC=C(C(=O)N(C)C)C=C1 4-(Chloromethyl)-N,N-dimethylbenzamide